ClC1=CC(=C(C=C1)C1=NC(=NC2=NC(=C(N=C12)C)C)N1CC(OCC1)C=1C=NN(C1)C)F 4-[4-(4-chloro-2-fluoro-phenyl)-6,7-dimethyl-pteridin-2-yl]-2-(1-methylpyrazol-4-yl)morpholine